2-((3-((2,4-dimethylphenyl)ethynyl)pyridin-4-yl)thio)-2-methylpropanoic acid CC1=C(C=CC(=C1)C)C#CC=1C=NC=CC1SC(C(=O)O)(C)C